(R)-N'-((1,2,3,5,6,7-hexahydro-s-indacen-4-yl)carbamoyl)-4-(2-hydroxypropan-2-yl)-3-methyl-benzenesulfonimidamide C1CCC2=C(C=3CCCC3C=C12)NC(=O)N=[S@](=O)(N)C1=CC(=C(C=C1)C(C)(C)O)C